CC1=CC(OC2=C1C=CC(=C2)NC2=NC=CC(=N2)C=2C=NC=CC2)=O 4-methyl-7-{[4-(pyridin-3-yl)pyrimidin-2-yl]amino}-2H-benzopyran-2-one